2-[2-[2-[2-(2-trityloxyethoxy) ethoxy]ethoxy] ethoxy]ethyl methanesulfonate CS(=O)(=O)OCCOCCOCCOCCOCCOC(C1=CC=CC=C1)(C1=CC=CC=C1)C1=CC=CC=C1